4-Fluoro-2-((4-fluoro-1H-benzo[d]-imidazol-2-yl)(7-fluoro-6-(4-(1-methylpiperidin-4-yl)phenyl)-2H-indazol-2-yl)methyl)phenol FC1=CC(=C(C=C1)O)C(N1N=C2C(=C(C=CC2=C1)C1=CC=C(C=C1)C1CCN(CC1)C)F)C1=NC2=C(N1)C=CC=C2F